C(C)(C)(C)OC(=O)N[C@H](C(=O)O)[C@H](CC)C (2S,3S)-2-(tert-Butoxycarbonylamino)-3-methylpentanoic acid